(E)-2-(3-(3-methoxy-4-(morpholinomethyl)phenyl)acrylamido)benzoic acid trifluoroacetic acid salt FC(C(=O)O)(F)F.COC=1C=C(C=CC1CN1CCOCC1)/C=C/C(=O)NC1=C(C(=O)O)C=CC=C1